ClC=1C=C(C=CC1F)NC(N([C@H](C)C1=CN(C(C2=CC=CC=C12)=O)CCC)C)=O (R)-3-(3-chloro-4-fluorophenyl)-1-methyl-1-(1-(2-propyl-1-oxo-1,2-dihydroisoquinolin-4-yl)ethyl)urea